CN1CCC(CC1)C(=O)OCCCCC(CCCCCCOC(C(CCCCCCCC)CCCCCC)=O)(O)CCCCCCOC(C(CCCCCCCC)CCCCCC)=O 1-methyl-4-piperidinecarboxylic acid, 11-[(2-hexyl-1-oxodecyl)oxy]-5-[6-[(2-hexyl-1-oxodecyl)oxy]hexyl]-5-hydroxyundecyl ester